ethyl 2-(2-furyl)-7-hydroxy-pyrazolo[1,5-a]pyrimidine-5-carboxylate O1C(=CC=C1)C1=NN2C(N=C(C=C2O)C(=O)OCC)=C1